methyl (1r,4R)-4-{[3-chloro(2H4)phenyl]amino}-6'-{(2R)-3-[(4-methoxyphenyl)methoxy]-2-methylpropyl}-2'H-spiro[cyclohexane-1,5'-indeno[5,6-d][1,3]dioxole]-4-carboxylate ClC=1C(=C(C(=C(C1[2H])[2H])[2H])NC1(CCC2(C(=CC3=CC=4OCOC4C=C23)C[C@H](COCC2=CC=C(C=C2)OC)C)CC1)C(=O)OC)[2H]